tri(dodecyl)silane C(CCCCCCCCCCC)[SiH](CCCCCCCCCCCC)CCCCCCCCCCCC